ClC1=CC2=C(C=N1)C(=CN2C2=NC(=CC(=C2)C)C2(COCC2)OC)C=C 6-Chloro-1-(6-(3-methoxytetrahydrofuran-3-yl)-4-methylpyridin-2-yl)-3-vinyl-1H-pyrrolo[3,2-c]pyridine